3-ethenyl-1,5-dihydro-2,4-benzodioxepin C(=C)C1OCC2=C(CO1)C=CC=C2